1-(4-(3-chloro-2-methylphenyl)piperazin-1-yl)-2-(5,5-difluoro-2-((3R,4S)-3-fluoro-4-hydroxypiperidine-1-carbonyl)-4,5,6,7-tetrahydro-1H-indazol-1-yl)ethan-1-one ClC=1C(=C(C=CC1)N1CCN(CC1)C(CN1N(CC=2CC(CCC12)(F)F)C(=O)N1C[C@H]([C@H](CC1)O)F)=O)C